FC1=CC=C(C=C1)[C@H]1[C@@H](C1)N(CCC[C@@H](C(=O)N1CCC2(CCN(C2)C)CC1)NC(C1=CC=C(C=C1)N1N=NC=C1)=O)CC=C N-[(2S)-5-[[(1R,2S)-2-(4-Fluorophenyl)cyclopropyl](prop-2-en-1-yl)amino]-1-(2-methyl-2,8-diazaspiro[4.5]decane-8-yl)-1-oxopentan-2-yl]-4-(1H-1,2,3-triazol-1-yl)benzamide